hydroxymethyl-phosphonium fluoride [F-].OC[PH3+]